COC=1C=C(C=CC1OC)C=1C=NC2=CC=CC=C2C1 3-(3,4-dimethoxyphenyl)quinoline